rac-1-(2-amino-1-(2,3-dichloro-6-((2-(trimethylsilyl)ethoxy)methoxy)phenyl)ethyl)cyclopropane-1-carboxylic acid tert-butyl ester C(C)(C)(C)OC(=O)C1(CC1)[C@@H](CN)C1=C(C(=CC=C1OCOCC[Si](C)(C)C)Cl)Cl |r|